CC=1C(=CSC1)C1=NN2C(=NC=3C=CC=CC3C2=N1)N[C@H]1C(NCCC1)=O (3R)-3-{[2-(4-methylthiophene-3-yl)[1,2,4]triazolo[1,5-c]quinazolin-5-yl]amino}piperidin-2-one